7-(4,5-dimethyl-1,2,4-triazol-3-yl)-5-[4-(2-tetrahydropyran-4-yloxyethoxy)phenoxy]imidazo[1,5-a]pyridine CN1C(=NN=C1C)C1=CC=2N(C(=C1)OC1=CC=C(C=C1)OCCOC1CCOCC1)C=NC2